C1(=CC=CC=C1)\C=C/CNS(=O)(=O)C1=C(C=C(C=C1)[N+](=O)[O-])[N+](=O)[O-] N-[(2Z)-3-phenyl-2-propenyl]-2,4-dinitrobenzenesulfonamide